O1COC2=C1C=CC(=C2)CC 2-(benzo[d][1,3]dioxol-5-yl)ethane